BrC=1C=CC=2N(C1)C(=CN2)CC(=O)OCC ethyl 2-(6-bromoimidazo[1,2-a]pyridin-3-yl)acetate